C(C=C)(=O)N1C[C@@H](OCC1)COC1=NC=NC(=C1C1=CC=C(OC2=CC=C(C#N)C=C2)C=C1)N (R)-4-(4-(4-((4-acryloylmorpholin-2-yl)methoxy)-6-aminopyrimidin-5-yl)phenoxy)benzonitrile